The molecule is a member of the class of iron(3+) sulfides that has formula Fe2S3. A black powder, it decomposes at room temperature to give iron(2+) chloride, hydrogen sulfide, and sulfur. [S-2].[S-2].[S-2].[Fe+3].[Fe+3]